3-(4-(3-(1-methyl-1H-indazol-6-yl)-1,4-dihydrothieno[2',3':4,5]cyclopenta[1,2-c]pyrazol-6-yl)benzyl)oxazolidin-2-one CN1N=CC2=CC=C(C=C12)C=1C2=C(NN1)C1=C(C2)SC(=C1)C1=CC=C(CN2C(OCC2)=O)C=C1